C(C)(C)(C)OC(N(C1=C(C(=C(C=C1)S)Cl)CSC)C(=O)OC(C)(C)C)=O N-(tert-butoxycarbonyl)-N-{3-chloro-2-[(methylthio)methyl]-4-mercaptophenyl}carbamic acid tert-butyl ester